sodium 1-hydroxy-4,4-dimethylpentane-1-sulfonate OC(CCC(C)(C)C)S(=O)(=O)[O-].[Na+]